Cl.CNC1CC(CCC1)OC=1C=2N(C=C(N1)C=1C=NN(C1)C)N=CC2 N-methyl-3-((6-(1-methyl-1H-pyrazol-4-yl)pyrazolo[1,5-a]pyrazin-4-yl)oxy)cyclohexan-1-amine hydrochloride